sodium dodecylsulfonate C(CCCCCCCCCCC)S(=O)(=O)[O-].[Na+]